(5R)-N-(1-(((2S)-1-amino-4-methyl-1-oxopent-2-yl)amino)-2-(4-ethylphenyl)-1-oxoprop-2-yl)-7,7-dimethyl-5-phenyl-4,5,6,7-tetrahydropyrazolo[1,5-a]pyridine-3-carboxamide NC([C@H](CC(C)C)NC(C(C)(C1=CC=C(C=C1)CC)NC(=O)C=1C=NN2C1C[C@@H](CC2(C)C)C2=CC=CC=C2)=O)=O